CC1([C@H]2CN([C@@H]([C@@H]12)C(=O)N[C@H](C(=O)OC)C[C@H]1C(NCC1)=O)C(=O)C1=CC2=C(N1)C=CS2)C (S)-methyl 2-((1R,2S,5S)-6,6-dimethyl-3-(4H-thieno[3,2-b]pyrrole-5-carbonyl)-3-azabicyclo[3.1.0]hexane-2-carboxamido)-3-((S)-2-oxopyrrolidin-3-yl)propanoate